ethyl 4-(piperazin-1-yl)butanoate hydrochloride Cl.N1(CCNCC1)CCCC(=O)OCC